C1(CCC1)CN1C(N(CC12CCC(CC2)(C2=CC=CC=C2)N(C)C)C=2C=C(C(=O)N)C=CC2)=O 3-[1-(cyclobutyl-methyl)-8-dimethylamino-2-oxo-8-phenyl-1,3-diazaspiro[4.5]decan-3-yl]-benzamide